N-((5-(5-(difluoromethyl)-1,3,4-oxadiazol-2-yl)thiazol-2-yl)methyl)-N-(6-(difluoromethyl)pyridin-2-yl)ethanesulfonamide FC(C1=NN=C(O1)C1=CN=C(S1)CN(S(=O)(=O)CC)C1=NC(=CC=C1)C(F)F)F